ClC=1C=CC(=C(C(=O)O)C1)S(N[C@@H](C(C)C1=C(C(=CC=C1F)C)C)C=1OC(NN1)=O)(=O)=O 5-chloro-2-(N-((1S)-2-(6-fluoro-2,3-dimethylphenyl)-1-(5-oxo-4,5-dihydro-1,3,4-oxadiazol-2-yl)propyl)sulfamoyl)benzoic acid